Adamantan-2-carboxylic acid (S)-1-acetyl-4-methylcyclohex-3-en-1-yl ester C(C)(=O)[C@]1(CC=C(CC1)C)OC(=O)C1C2CC3CC(CC1C3)C2